CC1CCC(CC1)[C@@H](C=1OC2=C(N1)C=C(C=C2)C=C)NC(OC(C)(C)C)=O tert-butyl ((S)-((1r,4S)-4-methylcyclohexyl)(5-vinylbenzo[d]oxazol-2-yl)methyl)carbamate